1,2,3,5-tetrahydro-pyrrolo[3,2-d]pyrimidin-4-one N1CNC(C2=C1C=CN2)=O